cobalt (2R,3S,4R,5R)-5-(4-amino-2-oxopyrimidin-1(2H)-yl)-3-hydroxy-4-methoxy-tetrahydrofuran NC1=NC(N(C=C1)[C@H]1[C@@H]([C@H](CO1)O)OC)=O.[Co]